NC=1C2=C(N=CN1)C(=CS2)C=2C=NN(C2)C=2C=C(C=CC2C)NC(C2=CC(=CC=C2)Cl)=O N-(3-(4-(4-Aminothieno[3,2-d]pyrimidin-7-yl)-1H-pyrazol-1-yl)-4-methylphenyl)-3-Chlorobenzamide